(S)-2-((4-(6-((4-fluorobenzo[d]thiazol-2-yl)methoxy)pyridin-2-yl)piperazin-1-yl)methyl)-1-(oxetan-2-ylmethyl)-1H-benzo[d]imidazole-6-carboxylic acid FC1=CC=CC2=C1N=C(S2)COC2=CC=CC(=N2)N2CCN(CC2)CC2=NC1=C(N2C[C@H]2OCC2)C=C(C=C1)C(=O)O